(S)-2-((2S,3S)-2-((S)-3-(4-Hydroxyphenyl)-2-((S)-morpholine-3-carboxamido)propanamido)-3-methylpentanamido)-5,5-dimethylhexanoic acid OC1=CC=C(C=C1)C[C@@H](C(=O)N[C@H](C(=O)N[C@H](C(=O)O)CCC(C)(C)C)[C@H](CC)C)NC(=O)[C@H]1NCCOC1